NC1CC(N(CC1)C(=O)OC(C)(C)C)(C)C tert-butyl 4-amino-2,2-dimethylpiperidine-1-carboxylate